ClC=1C=C(CC=2N=C(SC2)C=2C=C(C(=O)O)C=CC2)C=CC1Cl 3-(4-(3,4-Dichlorobenzyl)thiazol-2-yl)benzoic acid